4-(7-fluoro-1-(pyridazin-3-ylmethyl)-benzimidazol-2-yl)-N-methyl-1,2,5-oxadiazol-3-amine FC1=CC=CC2=C1N(C(=N2)C=2C(=NON2)NC)CC=2N=NC=CC2